1-(2-amino-6-(4-fluorophenyl)-5-(4-methylquinazolin-6-yl)pyridin-3-yl)-1H-pyrazole-3-carboxamide NC1=NC(=C(C=C1N1N=C(C=C1)C(=O)N)C=1C=C2C(=NC=NC2=CC1)C)C1=CC=C(C=C1)F